ClC1=NC(=C2C(=N1)N(N=C2)[C@H]2[C@@H]([C@@H]([C@H](O2)CS(=O)(=O)CP(O)(O)=O)O)O)N[C@H]2[C@H](CCC2)C (((((2S,3S,4R,5R)-5-(6-chloro-4-(((1R,2S)-2-methylcyclopentyl)amino)-1H-pyrazolo[3,4-d]pyrimidin-1-yl)-3,4-dihydroxytetrahydrofuran-2-yl)methyl)sulfonyl)methyl)phosphonic acid